O=C1C=CC(=CN1N1CCCC1)[C@@H]1OCC[C@@H](C1)C(=O)O (2R,4S)-2-(6-oxo-1-pyrrolidin-1-yl-3-pyridyl)tetrahydropyran-4-carboxylic acid